(3-(1-((4-methyl-4H-1,2,4-triazol-3-yl)thio)ethyl)phenyl)-6,7-dihydropyrazolo[1,5-a]pyrazine-5(4H)-carboxamide CN1C(=NN=C1)SC(C)C=1C=C(C=CC1)C1=NN2C(CN(CC2)C(=O)N)=C1